C(C=C)(=O)OC(C)C(CC(C)C)C 3,5-dimethyl-2-hexyl acrylate